acetic acid (38e)-trifluoroacetic acid salt FC(C(=O)O)(F)F.C(C)(=O)O